tert-butyl (1R,4R)-5-(2-fluoro-6-(methoxycarbonyl) pyridin-3-yl)-2,5-diaza-bicyclo[2.2.1]heptane-2-carboxylate FC1=NC(=CC=C1N1[C@H]2CN([C@@H](C1)C2)C(=O)OC(C)(C)C)C(=O)OC